ammonium xylenesulphonate ethyl-(E)-3-(1-methoxycyclopropyl)acrylate C(C)OC(\C=C\C1(CC1)OC)=O.C1(C(C=CC=C1)C)(C)S(=O)(=O)[O-].[NH4+]